COC1=NSC(=N1)N 3-methoxy-1,2,4-thiadiazol-5-amine